CN(S(=O)(=O)C1=CC=C(S1)S(=O)(=O)Cl)C 5-(N,N-dimethylsulfamoyl)thiophene-2-sulfonyl chloride